C(C=C)(=O)OCCCCCCOC1=CC=CC2=CC=CC=C12 6-(1-naphthoxy)-1-hexyl acrylate